2-(4-bromo-5-fluoro-2-formylphenoxy)propanoic acid BrC1=CC(=C(OC(C(=O)O)C)C=C1F)C=O